C(CCCCCCCCCCC)CC(=O)O laurylacetic acid